CC1=CC=2C(=NC(=C(C2)S(=O)(=O)C)NC(C(C)(C)C)=O)N1 (2-methyl-5-(methylsulfonyl)-1H-pyrrolo[2,3-b]pyridin-6-yl)trimethylacetamide